1-(5-((5-((tetrahydro-2H-pyran-4-yl)methyl)-2,5-diazabicyclo[2.2.2]octan-2-yl)methyl)benzo[d]isoxazol-3-yl)dihydropyrimidine-2,4(1H,3H)-dione O1CCC(CC1)CN1C2CN(C(C1)CC2)CC=2C=CC1=C(C(=NO1)N1C(NC(CC1)=O)=O)C2